FC=1C=C(CC=2C=C(C(=O)O)C=C(N2)C(NC)=O)C=CC1 2-(3-fluorobenzyl)-6-(methylcarbamoyl)isonicotinic acid